N-([1,1'-biphenyl]-4-yl)-5-chloro-2-hydroxybenzoamide C1(=CC=C(C=C1)NC(C1=C(C=CC(=C1)Cl)O)=O)C1=CC=CC=C1